BrC(C(=O)C1CCC(CC1)NC(CC)=O)C N-[(1s,4s)-4-(2-bromopropanoyl)cyclohexyl]propanamide